4-(bromomethyl)-3-(2-chloro-3-((N-methylsulfamoyl)amino)benzyl)-2-oxo-2H-chromen-7-yl dimethylcarbamate CN(C(OC1=CC=C2C(=C(C(OC2=C1)=O)CC1=C(C(=CC=C1)NS(NC)(=O)=O)Cl)CBr)=O)C